bromo-2'-cyclopropyl-[1,1'-biphenyl]-4-amine BrC1=C(C=CC(=C1)N)C1=C(C=CC=C1)C1CC1